ClC=1SC(=CC1CCC(C(=O)O)(C)C)Cl 4-(2,5-dichlorothiophen-3-yl)-2,2-dimethyl-butanoic acid